N-(4-(1-(2-HYDROXY-2-METHYLPROPANOYL)PIPERIDIN-4-YL)PHENYL)-4,6-DIHYDRO-5H-THIENO[2,3-C]PYRROLE-5-CARBOXAMIDE OC(C(=O)N1CCC(CC1)C1=CC=C(C=C1)NC(=O)N1CC2=C(C1)C=CS2)(C)C